C12(CNCC(C1)C2)CN2CCCCC2 1-((3-azabicyclo[3.1.1]heptan-1-yl)methyl)piperidin